(R)-N-((R)-1-(6-bromo-3-methyl-4-oxo-2-(tetrahydro-2H-pyran-4-yl)-3,4-dihydroquinazolin-8-yl)ethyl)-2-methylpropane-2-sulfinamide BrC=1C=C2C(N(C(=NC2=C(C1)[C@@H](C)N[S@](=O)C(C)(C)C)C1CCOCC1)C)=O